hydrogen (sulfoethyl acrylate) S(=O)(=O)(O)CCC(C(=O)O)=C